ClC(OC1=CC=C(C=C1)NC(=O)C1=CN(C(C=C1)=O)C=1C=NC=CC1)(F)F N-[4-[Chloro(difluoro)methoxy]phenyl]-6-oxo-1-(3-pyridyl)pyridine-3-carboxamide